(S)-N-(5-(2-(2-aminopyridin-3-yl)-5-(2H-1,2,3-triazol-2-yl)-3H-imidazo[4,5-b]pyridin-3-yl)-2,3-dihydro-1H-inden-1-yl)pyrimidine-5-carboxamide NC1=NC=CC=C1C1=NC=2C(=NC(=CC2)N2N=CC=N2)N1C=1C=C2CC[C@@H](C2=CC1)NC(=O)C=1C=NC=NC1